O1NC=C(C=C1C(=O)[O-])C(=O)[O-] oxazine-4,6-dicarboxylate